CC1(C(COC1)N1C=NC2=C1C=C(C=C2)C(=O)[O-])C 1-(4,4-dimethyltetrahydrofuran-3-yl)-1H-benzo[d]imidazole-6-carboxylate